N4-(7-chloro-1,8-naphthyridin-2-yl)-N2-(4-((1s,3s)-3-(dimethylamino)cyclobutoxy)-3-methoxyphenyl)pyrimidine-2,4-diamine ClC1=CC=C2C=CC(=NC2=N1)NC1=NC(=NC=C1)NC1=CC(=C(C=C1)OC1CC(C1)N(C)C)OC